7-(3-chloro-4-(4-Chloro-7H-pyrrolo[2,3-d]pyrimidine-5-carbonyl)phenoxy)-1H-indole-1-carboxylic acid tert-butyl ester C(C)(C)(C)OC(=O)N1C=CC2=CC=CC(=C12)OC1=CC(=C(C=C1)C(=O)C1=CNC=2N=CN=C(C21)Cl)Cl